COC1=CC=2N(C=C1)N=CC2C(=O)N2CC1(C2)CC(C1)N(C(=O)NC=1C=NC=C(C1)C(F)(F)F)C 1-(2-(5-methoxypyrazolo[1,5-a]pyridine-3-carbonyl)-2-azaspiro[3.3]heptan-6-yl)-1-methyl-3-(5-(trifluoromethyl)pyridin-3-yl)urea